N-(4-(2-(((1S,3R)-3-aminocyclohexyl)-amino)-8-isopropyl-7-oxo-7,8-dihydropyrido-[2,3-d]pyrimidin-6-yl)-2-fluorophenyl)-3,3,3-trifluoropropane-1-sulfonamide hydrochloride Cl.N[C@H]1C[C@H](CCC1)NC=1N=CC2=C(N1)N(C(C(=C2)C2=CC(=C(C=C2)NS(=O)(=O)CCC(F)(F)F)F)=O)C(C)C